ClCC[N+](C)(C)C Chlorocholine